2-(1-(cyclopropyl-methyl)-1H-benzo[d]imidazol-2-yl)ethan-1-amine dihydrochloride Cl.Cl.C1(CC1)CN1C(=NC2=C1C=CC=C2)CCN